FC(CN1N=CC=2C1=NC(=CN2)N2CCC1(CCN(C1=O)CC=1SC=C(N1)CC)CC2)F 8-[1-(2,2-difluoroethyl)-1H-pyrazolo[3,4-b]pyrazin-6-yl]-2-[(4-ethyl-1,3-thiazol-2-yl)methyl]-2,8-diazaspiro[4.5]decan-1-one